phenyl octylcarbamate C(CCCCCCC)NC(OC1=CC=CC=C1)=O